C(CCCC)C(CCC(=O)OCCCCCC(CCCCCOC(CN(C)C(CCC(CCCCCC)CCCC)=O)=O)NCCCCO[Si](C1=CC=CC=C1)(C1=CC=CC=C1)C(C)(C)C)CCCCCCC 11-((N-(4-Butyldecanoyl)-N-methylglycyl)oxy)-6-((4-((tert-butyldiphenylsilyl)oxy)-butyl)-amino)undecyl 4-pentylundecanoate